FC(C=1C(=C(C=CC1)[C@@H](C)NC=1C2=C(N=C(N1)C)C=NC(=C2)N2CCC(CC2)CO)F)F {1-[4-({(1R)-1-[3-(difluoromethyl)-2-fluorophenyl]ethyl}amino)-2-methylpyrido[3,4-d]pyrimidin-6-yl]piperidin-4-yl}methanol